4-Isopropyl-1-methylbicyclo[2.2.2]oct-5-ene-2-carboxylic acid methyl ester COC(=O)C1C2(C=CC(C1)(CC2)C(C)C)C